[Cl-].FC(COC1=CC=C(C=C1)[C@H](C)[NH3+])(F)F (1S)-1-(4-(2,2,2-trifluoroethoxy)phenyl)ethan-1-aminium chloride